C(C1=CC=CC=C1)OC(=O)N1CC(CC1)(C(C)CCO)O 3-hydroxy-3-(4-hydroxybutan-2-yl)pyrrolidine-1-carboxylic acid benzyl ester